NC1=NC2=C(C=3N1N=C(N3)C=3OC=CC3)SC(N2CCN2CCN(CC2)C2=C(C=C(C(=C2)[S@@](=O)C)F)F)=O (S)-5-amino-3-(2-(4-(2,4-difluoro-5-(methylsulfinyl)phenyl)piperazin-1-yl)ethyl)-8-(furan-2-yl)thiazolo[5,4-e][1,2,4]triazolo[1,5-c]pyrimidin-2(3H)-one